BrC1=C(C=O)C=C(C=C1)OCC1=CC=C(C=C1)OC 2-Bromo-5-((4-methoxybenzyl)oxy)benzaldehyde